C1(=CC=CC=C1)SC1=CC=C(C=C1)[N+]1=CSC2=C1C=CC=C2 N-(4-phenylthiophenyl)benzothiazolium